O=C1NC(CCC1N1C(C2=CC=C(C=C2C1)CC(C(=O)N)(F)F)=O)=O (2-(2,6-dioxopiperidin-3-yl)-1-oxoisoindolin-5-yl)methyl-2,2-difluoroacetamide